trans-(P)-1-(5-fluoro-2-methoxy-4-(3-(trifluoromethyl)cyclobutyl)phenyl)-N-(isoxazol-3-yl)-2-oxo-1,2-dihydroquinoline-6-sulphonamide FC=1C(=CC(=C(C1)N1C(C=CC2=CC(=CC=C12)S(=O)(=O)NC1=NOC=C1)=O)OC)[C@@H]1C[C@H](C1)C(F)(F)F